N-(6-(furan-3-yl)-2-(3-hydroxy-3-methylbutyl)-2H-indazol-5-yl)-2-(3-methoxyphenyl)thiazole-4-carboxamide O1C=C(C=C1)C=1C(=CC2=CN(N=C2C1)CCC(C)(C)O)NC(=O)C=1N=C(SC1)C1=CC(=CC=C1)OC